C12(CC(C1)C2)NC(C2=CN=CC(=C2N2CC(C2)C(C)NCC2=C(C=C(C=C2)OC)OC)C2=CC(=CC(=C2)F)F)=O N-(bicyclo[1.1.1]pentan-1-yl)-5-(3,5-difluorophenyl)-4-(3-(1-((2,4-dimethoxybenzyl)amino)ethyl)azetidin-1-yl)nicotinamide